C1(C(CC(CC1)CCC(=O)OCCCCCCCCCC)CCC(=O)OCCCCCCCCCC)CCC(=O)OCCCCCCCCCC tri(n-decyl) cyclohexane-1,2,4-tripropionate